Cl.NCC1=CC(=C(C=C1)O)C 4-(aminomethyl)-2-methylphenol hydrochloride